(1R,2R)-2-(((2-(2'-(4-Methyl-4H-1,2,4-triazol-3-yl)-[1,1'-biphenyl]-3-yl)-7-(trifluoromethyl)benzo[d]oxazol-5-yl)methyl)amino)cyclopentan-1-ol CN1C(=NN=C1)C1=C(C=CC=C1)C1=CC(=CC=C1)C=1OC2=C(N1)C=C(C=C2C(F)(F)F)CN[C@H]2[C@@H](CCC2)O